O1[C@@H]([C@H]1C(=O)O)C(=O)O (2S,3S)-oxirane-2,3-dicarboxylic acid